tertiary Dodecyl Mercaptan CCCCCCCCCC(C)(C)S